N[C@H](C(=O)N1C2CC2CC1C#N)C12CC3(CC(CC(C1)C3)C2)OCCN2CCOCC2 2-((2S)-2-amino-2-(3-(2-morpholinoethoxy)adamantan-1-yl)acetyl)-2-azabicyclo[3.1.0]hexane-3-carbonitrile